C[Si](OC1=C(CC2=CC3=CC=CC=C3C=C21)C=O)(C)C 3-((trimethylsilyl)oxy)-1H-cyclopenta[b]naphthalene-2-carbaldehyde